4-bromo-2-fluoro-3-(trifluoromethyl)aniline BrC1=C(C(=C(N)C=C1)F)C(F)(F)F